3-[2-(but-3-yn-1-ylamino)-6-chloropyridin-4-yl]-4-(4-methyl-1,2,4-triazol-3-yl)benzonitrile C(CC#C)NC1=NC(=CC(=C1)C=1C=C(C#N)C=CC1C1=NN=CN1C)Cl